3-cyclopropyl-2-oxo-2,3-dihydro-1H-benzo[d]imidazole C1(CC1)N1C(NC2=C1C=CC=C2)=O